FC=1C=C(C=CC1)C1=CC(=C(C=C1)OC1=CC=C(C=C1)F)C(=O)NCC1=CC=C(C(=O)O)C=C1 4-((3'-fluoro-4-(4-fluorophenoxy)-[1,1'-biphenyl]-3-carboxamido)methyl)benzoic acid